COC=1C=C(C=CC1OC)C=1NC2=CC=C(C=C2C1C(C)C)C1=CC=C(C=C1)C1=CC(=CC=C1)CN1CCN(CC1)C 2-(3,4-dimethoxyphenyl)-3-isopropyl-5-(3'-((4-methylpiperazin-1-yl)methyl)-[1,1'-biphenyl]-4-yl)-1H-indole